C12CN(CC2C1)C1=NC2=C(C=C(C=C2C(N1C)=O)C)C(C(F)(F)F)O 2-(3-azabicyclo[3.1.0]hexan-3-yl)-3,6-dimethyl-8-(2,2,2-trifluoro-1-hydroxyethyl)quinazolin-4-on